C(C1=CC(OC)=C(O)C=C1)NC(CCCCCCCC)=O nonanoic acid-N-vanillylamide